2-((3-(difluoromethyl)-1-methyl-1H-pyrazol-5-yl)oxy)-1-(3-fluorophenyl)ethan-1-one-O-methyloxime CON=C(COC1=CC(=NN1C)C(F)F)C1=CC(=CC=C1)F